C(C)(C)(C)OC(=O)N1C(CNC(C1)CN1[C@@H](COCC1)C)C 2-methyl-5-{[(3R)-3-methylmorpholin-4-yl]Methyl}piperazine-1-carboxylic acid tert-butyl ester